(4-(2-butoxyethyl)phenyl)-N'-hydroxyformamidine C(CCC)OCCC1=CC=C(C=C1)C(=NO)N